triethylpropanol C(C)C(CCO)(CC)CC